[Ni]=O.[Cu].[Mn] Manganese-Copper-Nickel Oxide